4-{2-(4'-chloro-2'-methyl-biphenyl-4-ylcarbamoyl)-2-[3-(4,4-dimethyl-cyclohex-1-enyl)-phenyl]-ethyl}-benzoylamino-ethanesulfonic acid ClC1=CC(=C(C=C1)C1=CC=C(C=C1)NC(=O)C(CC1=CC=C(C(=O)NC(C)S(=O)(=O)O)C=C1)C1=CC(=CC=C1)C1=CCC(CC1)(C)C)C